C(CCC)C=1C(=NC(=NC1)S(=O)(=O)C)C=1C=C(C(N(C1)C)=O)Cl 5-(5-butyl-2-methylsulfonylpyrimidin-4-yl)-3-chloro-1-methylpyridin-2-one